7-bromo-N-(1-cyanocyclopropyl)pyrazolo[1,5-a]pyridine-5-sulfonamide BrC1=CC(=CC=2N1N=CC2)S(=O)(=O)NC2(CC2)C#N